2-[3-(4-isopropylpyrazol-1-yl)-1-[2-(1H-pyrazol-4-ylamino)-[1,2,4]triazolo[1,5-a]pyridin-8-yl]azetidin-3-yl]acetonitrile C(C)(C)C=1C=NN(C1)C1(CN(C1)C=1C=2N(C=CC1)N=C(N2)NC=2C=NNC2)CC#N